C12(CC3CC(CC(C1)C3)C2)C2=CC=C(C=C2)C2=NC(=NC(=N2)C2=CC=C(C=C2)Cl)C2=CC=CC=C2 2-(4-(adamantan-1-yl)phenyl)-4-(4-chlorophenyl)-6-phenyl-1,3,5-triazine